2-[(5-bromo-2-pyridyl)oxy]-N,N-dimethylethanamine BrC=1C=CC(=NC1)OCCN(C)C